1-[2-(4-Ethylphenoxy)-5-nitrophenylmethyl]-1H-pyrazole C(C)C1=CC=C(OC2=C(C=C(C=C2)[N+](=O)[O-])CN2N=CC=C2)C=C1